3-[2-chloro-4-(2-oxa-6-azaspiro[3.3]hept-6-ylmethyl)anilino]-5-(methylamino)-6-(3-methylimidazo[4,5-c]pyridin-7-yl)pyrazine-2-carboxamide formate salt C(=O)O.ClC1=C(NC=2C(=NC(=C(N2)NC)C=2C3=C(C=NC2)N(C=N3)C)C(=O)N)C=CC(=C1)CN1CC3(COC3)C1